N(=C=O)CC12CC(C(C(C1)CN=C=O)C2)CCCN=C=O isocyanatomethyl-3-(3-isocyanatopropyl)-5-isocyanatomethyl-bicyclo[2.2.1]-heptane